(S)-2-amino-3-(1-oxo-2-phenylisoindol-5-yl)propionitrile N[C@H](C#N)CC=1C=C2CN(C(C2=CC1)=O)C1=CC=CC=C1